(18Z,21Z)-N,N-dimethylheptacosane-18,21-dien-10-amine CN(C(CCCCCCCCC)CCCCCCC\C=C/C\C=C/CCCCC)C